N[C@@]1([C@@H](CCC1)CC)COC1=C(C#N)C(=CC(=C1)C1=CN=C2N1C(=CC=C2)OC)SC 2-(((1S,2R)-1-Amino-2-ethylcyclopentyl)methoxy)-4-(5-methoxyimidazo[1,2-a]pyridin-3-yl)-6-(methylthio)benzonitrile